[2-[4-[[(3-chloro-5-fluoro-benzoyl)amino]methyl]-2,2,3,3,4,5,5,6,6-nonadeuterio-1-piperidyl]acetyl]oxylithium ClC=1C=C(C(=O)NCC2(C(C(N(C(C2([2H])[2H])([2H])[2H])CC(=O)O[Li])([2H])[2H])([2H])[2H])[2H])C=C(C1)F